3-methyl-N-[2-oxo-2-(2,2,2-trifluoroethylamino)ethyl]-5-[(5RS)-5-[2,4-difluoro-5-(trifluoromethyl)phenyl]-5-(trifluoromethyl)-4H-isoxazol-3-yl]thiophene-2-carboxamide CC1=C(SC(=C1)C1=NO[C@@](C1)(C(F)(F)F)C1=C(C=C(C(=C1)C(F)(F)F)F)F)C(=O)NCC(NCC(F)(F)F)=O |r|